C=1N=CN2C1C1=CC=CC=C1C2C2CCN(CC2)C(=O)C2CC2 (4-(5H-imidazo[5,1-a]isoindol-5-yl)piperidin-1-yl)(cyclopropyl)methanone